(Z)-7-(6-Chloro-5-(prop-1-en-1-yl)-1-(tetrahydro-2H-pyran-2-yl)-1H-indazol-4-yl)-2-((1-((dimethylamino)methyl)cyclopropyl)methoxy)-8-fluoroquinazolin-4-ol ClC1=C(C(=C2C=NN(C2=C1)C1OCCCC1)C1=CC=C2C(=NC(=NC2=C1F)OCC1(CC1)CN(C)C)O)\C=C/C